1'-[(2S)-1-[3-(difluoromethyl)-4-methanesulfonyl-phenoxy]propan-2-yl]-2-oxo-1,2-dihydrospiro[indole-3,4'-piperidine]-5-carbonitrile FC(C=1C=C(OC[C@H](C)N2CCC3(CC2)C(NC2=CC=C(C=C23)C#N)=O)C=CC1S(=O)(=O)C)F